ClC1=C(C=C2C=C(N=CC2=C1)NC(=O)[C@H]1CC12CCOCC2)[C@@H]2[C@H](CN(CC2)C2(COCC2O)C)F (1S)-N-(7-chloro-6-((3R,4R)-3-fluoro-1-(4-hydroxy-3-methyltetrahydrofuran-3-yl)piperidin-4-yl)isoquinolin-3-yl)-6-oxaspiro[2.5]octane-1-carboxamide